2-fluoro-1-(3-((1-isobutyl-6-((5-methylthiazol-2-yl)amino)-1H-pyrrolo[3,2-c]pyridin-4-yl)oxy)pyrrolidin-1-yl)prop-2-en-1-one FC(C(=O)N1CC(CC1)OC1=NC(=CC2=C1C=CN2CC(C)C)NC=2SC(=CN2)C)=C